2-(ethoxymethyl)-9-(isopentyloxy)-1H-imidazo[4,5-c]quinolin-4-amine C(C)OCC=1NC2=C(C(=NC=3C=CC=C(C23)OCCC(C)C)N)N1